ethyl (2E)-2-methoxyimino-4-oxo-hexanoate CO\N=C(\C(=O)OCC)/CC(CC)=O